(2S)-2-[2-(prop-1-yn-1-yl)phenyl]pyrrolidine hydrochloride Cl.C(#CC)C1=C(C=CC=C1)[C@H]1NCCC1